BrC1=NN(C(=C1)C1=NC2=C(C(O1)=O)C=C(C=C2C)C#N)C2=NC=CC=C2Cl 2-[3-Bromo-1-(3-chloro-2-pyridinyl)-1H-pyrazol-5-yl]-6-cyano-8-methyl-4H-3,1-benzoxazin-4-one